glucosyl-(1→6)-[glucosyl-(1→2)]-glucose C1([C@H](O)[C@@H](O)[C@H](O)[C@H](O1)CO)OC[C@H]([C@H]([C@@H]([C@H](C=O)OC1[C@H](O)[C@@H](O)[C@H](O)[C@H](O1)CO)O)O)O